C(C=C)(=O)N1C[C@@H](N(C[C@H]1C)C1=NC=NC2=CC=C(C=C12)C=1C=C(C(=NC1)OC)NS(=O)(=O)C1=C(C=C(C=C1)F)F)C N-(5-(4-((2S,5R)-4-acryloyl-2,5-dimethylpiperazin-1-yl)quinazolin-6-yl)-2-methoxypyridin-3-yl)-2,4-difluorobenzenesulfonamide